S1C(=CC=C1)CN(C(=O)OC[C@H](CCCC)NC(OC(C)(C)C)=O)CC=1SC=CC1 tert-butyl [(2S)-1-{[bis(2-thienylmethyl) carbamoyl]oxy}hexan-2-yl]carbamate